C1(=CC=CC=C1)C(C1=CC=CC=C1)=NC1=CC2=C(N=C(S2)CC2=CC=C(C#N)C=C2)C=C1 4-((6-((diphenylmethylene)amino)benzo[d]thiazol-2-yl)methyl)benzonitrile